C1(CCC1)N1C(=NC2=C1C=C(C=C2)C(F)(F)F)NC([C@H](C(C)C)C)=O (S)-N-(1-cyclobutyl-6-(trifluoromethyl)-1H-benzo[d]imidazol-2-yl)-2,3-dimethylbutanamide